NCCOC=1C=C(C=C2C(C3=C(N(C12)C)CN1C(C2=C(C=C13)[C@@](C(OC2)=O)(O)CC)=O)=O)F (S)-10-(2-aminoethoxy)-4-ethyl-8-fluoro-4-hydroxy-11-methyl-1,12-dihydro-14H-pyrano[3',4':6,7]indolizino[2,1-b]quinoline-3,6,14(4H,11H)-trione